1-({3,4-difluoro-2-[(2-fluoro-4-iodophenyl)amino]phenyl}carbonyl)-3-[(pyridin-2-ylamino)methyl]azetidin-3-ol FC=1C(=C(C=CC1F)C(=O)N1CC(C1)(O)CNC1=NC=CC=C1)NC1=C(C=C(C=C1)I)F